CC1=C(C2=C(N=N1)SC1=C2N=CN=C1NCC1=CC=C(C(=O)NC2CC(C2)F)C=C1)C 4-[[(3,4-dimethylpyrimidino[4',5':4,5]thieno[2,3-c]pyridazin-8-yl)amino]methyl]-N-(3-fluorocyclobutyl)benzamide